COC1=CC=C(CN(C2=CC(=C(C(=N2)C2=C(C=C3C(=NC(=NC3=C2F)F)N2[C@H](CNCC2)C)Cl)C(F)(F)F)C)CC2=CC=C(C=C2)OC)C=C1 (3S)-4-(7-(6-(bis(4-methoxybenzyl)amino)-4-methyl-3-(trifluoromethyl)pyridin-2-yl)-6-chloro-2,8-difluoroquinazolin-4-yl)-3-methylpiperazine